C(C)(C)(C)OC(=O)N1C[C@@H](CC1)OC1=C2C(=NC(=C1)Cl)N(C=C2)C (R)-3-((6-chloro-1-methyl-1H-pyrrolo[2,3-b]pyridin-4-yl)oxy)pyrrolidine-1-carboxylic acid tert-butyl ester